COC(C1=C(C(=CC=C1)I)C1CCC1)=O cyclobutyl-3-iodobenzoic acid methyl ester